C(OCC=C)(ON1C(CCC1=O)=O)=O allyl (2,5-dioxopyrrolidin-1-yl) carbonate